C(CCCCC)C1=CC=C(C=C1)N=NC1=CC=C(C=C1)CCCCCC 4,4'-dihexylazobenzene